ClC=1C=C(C=C(C1)Cl)C1=NC(=CC(=C1)CN1CCC(CC1)CC(=O)O)OC=1C=NC(=NC1)N1CCN(CC1)C(CO)CO 2-(1-((2-(3,5-dichloro-phenyl)-6-((2-(4-(1,3-dihydroxypropan-2-yl)piperazin-1-yl)pyrimidin-5-yl)oxy)pyridin-4-yl)methyl)piperidin-4-yl)acetic acid